NC1=C(C=C(N=N1)C1=C(C=CC=C1)O)N1CC2CCC(C1)N2C2=CC(=NC=C2)C#CCN2CC(CCC2)OC 2-[6-amino-5-[8-[2-[3-(3-methoxy-1-piperidyl)prop-1-ynyl]-4-pyridyl]-3,8-diazabicyclo[3.2.1]octan-3-yl]pyridazin-3-yl]phenol